C(C)(=O)NC(=N)N 1-acetylguanidine